2-(1-(5-(1,3-Dioxolan-2-yl)pyridin-2-yl)-4-fluoro-1H-pyrazol-3-yl)propan-2-ol O1C(OCC1)C=1C=CC(=NC1)N1N=C(C(=C1)F)C(C)(C)O